16-hydroxy-4,6,8,10,12,14-hexamethylheptadecyl hexyloxymethyl ether C(CCCCC)OCOCCCC(CC(CC(CC(CC(CC(CC(C)O)C)C)C)C)C)C